N-[1'-[7-(3-chloro-2-methyl-4-pyridinyl)-6-methyl-pyrazolo[1,5-a]pyrazin-4-yl]-5-fluoro-spiro[indan-2,4'-piperidine]-1-ylidene]-2-methyl-propane-2-sulfinamide ClC=1C(=NC=CC1C1=C(N=C(C=2N1N=CC2)N2CCC1(CC2)C(C2=CC=C(C=C2C1)F)=NS(=O)C(C)(C)C)C)C